N[C@H](C(=O)NC)CC#CC1=CC=CC=C1 (S)-2-amino-N-methyl-5-phenylpent-4-yn-amide